O1C(OCCC1)CCCCCC#CCCCCC(=O)[O-] 10-(1,3-dioxan-2-yl)-4-decynylacetate